phenyl thioformate C(=S)OC1=CC=CC=C1